1-(2-((5-cyclopropyl-3-(2-hydroxyphenyl)-7H-pyrrolo[2,3-c]pyridazin-6-yl)methyl)azetidin-1-yl)prop-2-en-1-one C1(CC1)C1=C(NC=2N=NC(=CC21)C2=C(C=CC=C2)O)CC2N(CC2)C(C=C)=O